alpha-phenylmaleic anhydride C1(=CC=CC=C1)/C=1/C(=O)OC(\C1)=O